N1(N=CC=2C1=NC=CC2)C=2C=CC(=NC2)N([C@@H]2C[C@H](CC2)N)C=2N=NC(=CN2)C (1S,3S)-N'-(5-(1H-Pyrazolo[3,4-b]pyridin-1-yl)pyridin-2-yl)-N3-(6-methyl-1,2,4-triazin-3-yl)cyclopentane-1,3-diamine